O=C(C(=O)[O-])CCO Keto-4-hydroxybutyrate